6-(4-(4-fluorophenoxy)phenyl)-4-(((2-(2-oxoimidazolidin-1-yl)ethyl)amino)methyl)picolinamide FC1=CC=C(OC2=CC=C(C=C2)C2=CC(=CC(=N2)C(=O)N)CNCCN2C(NCC2)=O)C=C1